(S)-3-((2-(1-(2-(1,3,4-oxadiazol-2-yl)-5-oxa-2-azaspiro[3.4]oct-7-yl)piperidin-4-yl)-4-fluorophenoxy)methyl)oxetan-3-ol O1C(=NN=C1)N1CC2(C1)OC[C@H](C2)N2CCC(CC2)C2=C(OCC1(COC1)O)C=CC(=C2)F